C1(CC1)CN1C(=CC=2C1=NC(=CC2)N2S(COCC2)(=O)=O)C=2N=C1N(C(=CC(=C1)C=O)OC)C2C [2-[1-(cyclopropylmethyl)-6-(3,3-dioxo-1,3,4-oxathiazinan-4-yl)pyrrolo[2,3-b]pyridin-2-yl]-5-methoxy-3-methylimidazo[1,2-a]pyridin-7-yl]methanone